5,10,15,20-tetrakis(1-methyl-4-pyridinyl)porphyrin CN1CC=C(C=C1)C=1C2=CC=C(N2)C(=C2C=CC(C(=C3C=CC(=C(C=4C=CC1N4)C4=CCN(C=C4)C)N3)C3=CCN(C=C3)C)=N2)C2=CCN(C=C2)C